CC1=NC(=CC=C1S(=O)(=O)N1CCC2(CC(C2)N2CCOCC2)CC1)C(F)(F)F 4-(7-((2-methyl-6-(trifluoromethyl)pyridin-3-yl)sulfonyl)-7-azaspiro[3.5]non-2-yl)morpholine